ethyl 1-[(2-cyano-4-{6,6-difluoro-3-azabicyclo[3.1.0]hexan-3-yl}phenyl)methyl]-1H-imidazole-4-carboxylate C(#N)C1=C(C=CC(=C1)N1CC2C(C2C1)(F)F)CN1C=NC(=C1)C(=O)OCC